BrC=1C2=C(C=NC1)C(CO2)=NO 7-bromofurano[3,2-c]pyridine-3(2H)-one oxime